FC1=CC(=C(C=C1)NC1=CC=NC2=CC=CC=C12)C N-(4-fluoro-2-methylphenyl)quinolin-4-amine